C(C)(C)(C)OC(=O)N1C2=C(OCC1)C(=CC(=N2)C2=NC(=CC=C2)C)Br 8-bromo-6-(6-methylpyridin-2-yl)-2h,3h,4h-pyrido[3,2-b][1,4]oxazine-4-carboxylic acid tert-butyl ester